FC1=CC=C(CN2C=C3C=CC=C(C3=C2)S(=O)(=O)Cl)C=C1 2-(4-fluorobenzyl)isoindole-4-sulfonyl chloride